1-[1-(3-azaspiro[5.5]undecan-9-yl)-3-[7-(difluoromethyl)-6-(1-methylpyrazol-4-yl)-3,4-dihydro-2H-quinolin-1-yl]-6,7-dihydro-4H-pyrazolo[4,3-c]pyridin-5-yl]ethanone C1CNCCC12CCC(CC2)N2N=C(C=1CN(CCC12)C(C)=O)N1CCCC2=CC(=C(C=C12)C(F)F)C=1C=NN(C1)C